CN1CCN(CC1)CCCNC1=NC=2N(C3=C1C=CN=C3)N=C(C2)C(=O)O 5-((3-(4-Methylpiperazin-1-Yl)Propyl)Amino)Pyrazolo[1,5-a]Pyrido[4,3-e]Pyrimidine-2-Carboxylic Acid